3-{[tert-butyl(diphenyl)silyl]oxy}propanoic acid [Si](C1=CC=CC=C1)(C1=CC=CC=C1)(C(C)(C)C)OCCC(=O)O